COC1=CC(=C(C=O)C=C1OC)[N+](=O)[O-] 4,5-Dimethoxy-2-nitrobenzaldehyd